4-(4-chloro-6-methoxy-2-methyl-9H-pyrimido[4,5-b]indol-7-yl)-3,5-dimethylisoxazole ClC1=NC(=NC=2NC3=CC(=C(C=C3C21)OC)C=2C(=NOC2C)C)C